3-[(4-ACETYL-2-FLUOROPHENYL)SULFANYL]PROPANOIC ACID C(C)(=O)C1=CC(=C(C=C1)SCCC(=O)O)F